CCOCCN1C(C(CCC1)S)=O N-(2-ethoxy)ethyl-2-mercapto-5-pentanolactam